BrC=1N=C(N(C1Br)CC1=CC=C(C=C1)Cl)OC1=CC(=CC=C1)OC(F)(F)F 4,5-dibromo-1-[(4-chlorophenyl)methyl]-2-[3-(trifluoromethoxy)phenoxy]-1H-imidazole